N,3,4-trimethylaniline CNC1=CC(=C(C=C1)C)C